iso-propoxy-1,1,3,3-tetramethyldisiloxane C(C)(C)O[Si](O[SiH](C)C)(C)C